fluoropyrido[3,4-d]pyrimidine-2,4(1H,3H)-dione FN1C(NC(C2=C1C=NC=C2)=O)=O